CC1=CC=C(C=N1)CC1CC2(CC(C2)NC(=O)N)C1 6-((6-methylpyridin-3-yl)methyl)spiro[3.3]hept-2-yl-urea